FC=1C(=C(C=CC1OC)C1=C(OC(C1C)(C(F)(F)F)C)C(=O)OCC)OC ethyl 3-(3-fluoro-2,4-dimethoxyphenyl)-4,5-dimethyl-5-(trifluoromethyl)-4,5-dihydrofuran-2-carboxylate